NC1=NC=2C=C(C(=CC2C2=C1C=NN2C)C(=O)N2C(CC[C@@H](C2)C)C=2C=C(C1=C(OC3(CC3)C(N1)=O)C2)F)F 7-((5S)-1-(4-amino-7-fluoro-1-methyl-1H-pyrazolo[4,3-c]quinoline-8-carbonyl)-5-methylpiperidin-2-yl)-5-fluorospiro[benzo[b][1,4]oxazine-2,1'-cyclopropan]-3(4H)-one